5-fluoro-N-(2-fluoro-4-(4-methylpiperazin-1-yl)phenyl)-4-(1-isopropyl-1H-pyrazol-4-yl)pyrimidin-2-amine FC=1C(=NC(=NC1)NC1=C(C=C(C=C1)N1CCN(CC1)C)F)C=1C=NN(C1)C(C)C